C(C)(C)C1=C(NC2=CC=C(C=C12)[C@H]1[C@@H](C1)CN1CCCC1)C1=CC(=NC=C1)C 3-isopropyl-2-(2-methylpyridin-4-yl)-5-((1r,2r)-2-(pyrrolidin-1-ylmethyl)cyclopropyl)-1H-indole